BrC=1C=C2CCC(OC2=C(C1)OC)C=1C=CC(=NC1)OC 5-(6-bromo-8-methoxychroman-2-yl)-2-methoxypyridine